S1C=CC2=C1CCC(C2)NC(O)=O.C(C2=CC=CC=C2)(=O)C2N(CCCC2)N2CCCCC2 Benzoyl-piperidinyl-piperidine N-(4,5,6,7-tetrahydrobenzothiophen-5-yl)carbamate